4-(4-(prop-2-yn-1-yloxy)phenyl)-5-thioxo-1,2,4-triazolidin-3-one C(C#C)OC1=CC=C(C=C1)N1C(NNC1=S)=O